ClC=1N=CC(=NC1)SC=1C(=C(C=CC1)N=S(C)(C)=C=O)F ((3-((5-chloropyrazin-2-yl)thio)-2-fluorophenyl)imino)dimethyl-λ6-Thioketone